(3-((2R,4S)-2-(2,5-difluorophenyl)-4-fluoropyrrolidin-1-yl)-1H-pyrazolo[3,4-b]pyridin-5-yl)-5-(3-hydroxy-3-methylpyrrolidin-1-yl)pyrazine-2-carboxamide FC1=C(C=C(C=C1)F)[C@@H]1N(C[C@H](C1)F)C1=NNC2=NC=C(C=C21)C=2C(=NC=C(N2)N2CC(CC2)(C)O)C(=O)N